(s)-2,2-dimethylcyclopropane CC1(CC1)C